(r)-4-(3-(4-(3-bromopropyloxy)phenyl)pyrrolidin-1-yl)-2-(trifluoromethyl)benzonitrile BrCCCOC1=CC=C(C=C1)[C@@H]1CN(CC1)C1=CC(=C(C#N)C=C1)C(F)(F)F